OC(CN(CCCC(=O)OCCN1CCN(CC1)CCSSCCCN(CC(CCCCCCC(=O)OCCCC)O)CC(CCCCCCC(=O)OCCCC)O)CC(CCCCC(OC(C)C)=O)O)CCCCC(=O)OC(C)C Dibutyl 9,9'-((3-((2-(4-(2-((4-(bis(2-hydroxy-7-isopropoxy-7-oxoheptyl)amino)butanoyl)oxy)ethyl)piperazin-1-yl)ethyl)disulfaneyl)propyl)-azanediyl)bis(8-hydroxynonanoate)